C(C)(C)(C)OC(NCCOC=1C=NC=C(C1)Br)=O [2-(5-Bromo-pyridin-3-yloxy)-ethyl]-carbamic acid tert-butyl ester